7-(5-(3-chloro-6-cyano-5-cyclopropyloxy-2-fluorophenyl)-1-methyl-1H-pyrazol-4-yl)-1-((1,3-dioxoisoindolin-2-yl)methyl)-4-oxo-3,4-dihydropyridin ClC=1C(=C(C(=C(C1)OC1CC1)C#N)C1=C(C=NN1C)C=1C=CC=C2C(N(C(C12)=O)CN1CCC(C=C1)=O)=O)F